4-(3-bromo-4-fluorophenyl)-3-(4-((2-hydroxyethyl)amino)-1,2,5-oxadiazol-3-yl)-1,2,4-oxadiazol BrC=1C=C(C=CC1F)N1C(=NOC1)C1=NON=C1NCCO